(S)-2-((1-(5-([1,1'-biphenyl]-3-yl)-1,2,4-oxadiazol-3-yl)ethyl)carbamoyl)-4-methoxypyridin-3-yl acetate C(C)(=O)OC=1C(=NC=CC1OC)C(N[C@@H](C)C1=NOC(=N1)C=1C=C(C=CC1)C1=CC=CC=C1)=O